3-methyl-phenyl-boric acid CC=1C=C(C=CC1)OB(O)O